S1C(=NC2=C1C=CC=C2)N2C[C@H](CCC2)CN2[C@@H]([C@H]([C@@H]([C@H](C2)O)O)O)C (2R,3R,4R,5S)-1-(((R)-1-(benzo[d]thiazol-2-yl)piperidin-3-yl)methyl)-2-methylpiperidine-3,4,5-triol